(3R,4R)-3-fluoro-N-[5-fluoro-7-(1-methylcyclobutyl)imidazo[4,3-f][1,2,4]triazin-2-yl]-1-methanesulfonylpiperidin-4-amine F[C@@H]1CN(CC[C@H]1NC1=NN2C(C=N1)=C(N=C2C2(CCC2)C)F)S(=O)(=O)C